ClC=1C=C2C(=NC1)NC=C2C(C2=C(C(=CC=C2)NS(N(C2COCC2)C)(=O)=O)F)=O 5-chloro-3-[2-fluoro-3-[[methyl(tetrahydrofuran-3-yl)sulfamoyl]amino]benzoyl]-1H-pyrrolo[2,3-b]pyridine